(S)-N-(1-cyclohexyl-2-((6-(3,5-dimethyl-1H-pyrazol-4-yl)pyridin-3-yl)amino)-2-oxoethyl)-1-(penta-1,4-dien-3-yl)-1H-pyrazole-5-carboxamide C1(CCCCC1)[C@@H](C(=O)NC=1C=NC(=CC1)C=1C(=NNC1C)C)NC(=O)C1=CC=NN1C(C=C)C=C